2-(3-quinolyl)-3,3,3-trifluoropropene N1=CC(=CC2=CC=CC=C12)C(=C)C(F)(F)F